((2-((3-chloro-4-fluorophenyl)(3,4-difluorophenyl)methyl)-1H-imidazol-4-yl)sulfonyl)-1-methylpiperidine ClC=1C=C(C=CC1F)C(C=1NC=C(N1)S(=O)(=O)C1N(CCCC1)C)C1=CC(=C(C=C1)F)F